SC(C)[Si](OCC)(OCC)OCC 1-mercaptoethyl-triethoxysilane